C1(CC1)S(=O)(=O)NC1=CC(=NC=C1)C(CC)NC(=O)C=1SC(=C(N1)C)C1=NC(=CN=C1)OCC N-[1-(4-cyclopropanesulfonamidopyridin-2-yl)propyl]-5-(6-ethoxypyrazin-2-yl)-4-methyl-1,3-thiazole-2-carboxamide